4-tert-butylphenyl phosphate P(=O)(OC1=CC=C(C=C1)C(C)(C)C)([O-])[O-]